Bis(diethylamino)dimethyl-tin C(C)N(CC)[Sn](C)(C)N(CC)CC